2-(1,1-difluoroethyl)-6-[6-(3-{[(2S)-1-(1H-tetrazol-1-yl)propan-2-yl]oxy}phenyl)imidazo[1,2-b]pyridazin-3-yl]benzonitrile FC(C)(F)C1=C(C#N)C(=CC=C1)C1=CN=C2N1N=C(C=C2)C2=CC(=CC=C2)O[C@H](CN2N=NN=C2)C